1-(3-methoxyphenyl)-6-((2-methylpyrimidin-4-yl)amino)-1,2-dihydro-3H-pyrazolo[4,3-c]pyridin-3-one COC=1C=C(C=CC1)N1NC(C=2C=NC(=CC21)NC2=NC(=NC=C2)C)=O